ClC=1C=C2N=C(C(=NC2=CC1F)C1=CC=CC=C1)C1=CC=CC=C1 6-chloro-7-fluoro-2,3-diphenylquinoxaline